5-[(7R)-1-fluoro-3-hydroxy-7-{[2-(oxan-4-yl)ethyl]amino}-5,6,7,8-tetrahydronaphthalen-2-yl]-1λ6,2,5-thiadiazolidine-1,1,3-trione FC1=C(C(=CC=2CC[C@H](CC12)NCCC1CCOCC1)O)N1CC(NS1(=O)=O)=O